4-fluoro-6-methoxyindoline-1,2-dicarboxylic acid 1-tert-butyl ester C(C)(C)(C)OC(=O)N1C(CC2=C(C=C(C=C12)OC)F)C(=O)O